2,7-dibromobenzo[1,2-B:6,5-B']dithiophene BrC1=CC2=C(S1)C=1SC(=CC1C=C2)Br